3-(1-oxo-5-(3-(piperazin-1-yl)prop-1-yn-1-yl)isoindol-2-yl)piperidine O=C1N(CC2=CC(=CC=C12)C#CCN1CCNCC1)C1CNCCC1